C(C)(C)C1CCC(CC1)N(C(C1=CC(C(=O)N)=CC(=C1)NC(=O)C1CCC(CC1)C(C)(C)CC)=O)C1CCC(CC1)C(C)C N,N-bis(4-isopropylcyclohexyl)-5-(4-tert-amylcyclohexylcarbonylamino)-isophthalamide